N1(CCNCC1)C1=NC=CC(=N1)NC1=CC=C(C=C1)C=1C=CC(NN1)=O 6-(4-((2-(piperazin-1-yl)pyrimidin-4-yl)amino)phenyl)pyridazin-3(2H)-one